C(CCC\C=C/CCCCC)(=O)OCC ethyl (Z)-undec-5-enoate